FC1=CC(=CC=2C=COC21)C=2C(=NC(=CN2)CCC(F)(F)F)N2CCC(CC2)(C(=O)O)OC 1-(3-(7-fluorobenzofuran-5-yl)-6-(3,3,3-trifluoropropyl)pyrazin-2-yl)-4-methoxypiperidine-4-carboxylic acid